zinc-bismuth-copper [Cu].[Bi].[Zn]